NC=1C=C2CN(C(C2=CC1OC)=O)C1C(NC(CC1)=O)=O 3-(5-amino-6-methoxy-1-oxoisoindolin-2-yl)piperidine-2,6-dione